CCCCCCCCCCCCCCCC(=O)OCC(COC(=O)CCCCCCCCCCCCCCC)OC(=O)CCCCCCCCCCCCCCC tripalmitate